C(#N)[C@H]1N(CCOC1)C1=C(C(=O)OC)C=C(C(=C1)C1=CC=CC=2CN(COC21)C(C2=C(C=C(C=C2Cl)N2CCN(CC2)CCOC)Cl)=O)F |r| rac-Methyl 2-(3-cyanomorpholin-4-yl)-4-[3-[2,6-dichloro-4-[4-(2-methoxyethyl)piperazin-1-yl]benzoyl]-2,4-dihydro-1,3-benzoxazin-8-yl]-5-fluorobenzoate